C(C)(=O)OCCCCCCCCC\C=C\CCO (10E)-13-hydroxy-10-tridecenyl acetate